bis(2-octyldodecyl)2,8-bis(tributylstannyl)anthracene C(CCCCCCC)C(CC=1C(=C(C2=CC3=C(C=CC=C3C=C2C1)[Sn](CCCC)(CCCC)CCCC)CC(CCCCCCCCCC)CCCCCCCC)[Sn](CCCC)(CCCC)CCCC)CCCCCCCCCC